Cl.CN(C)CC1CN(CCC1(O)C1=CC(=CC=C1)OC)S(=O)(=O)CC1=CC(=CC=C1)C(F)(F)F 3-((Dimethylamino)methyl)-4-(3-methoxyphenyl)-1-((3-(trifluoromethyl)benzyl)sulfonyl)piperidin-4-ol hydrochloride